C(C)C(C(=O)[O-])(CCCCCCCCCCCCCCCC)CC.[Al+3].C(C)C(C(=O)[O-])(CCCCCCCCCCCCCCCC)CC.C(C)C(C(=O)[O-])(CCCCCCCCCCCCCCCC)CC aluminum diethylstearate